6-Chloro-N-[(3S)-9-fluoro-2-oxo-5-phenyl-1,3-dihydro-1,4-benzodiazepin-3-yl]-2-(2-fluorophenyl)imidazo[1,2-b]pyridazine-3-carboxamide ClC=1C=CC=2N(N1)C(=C(N2)C2=C(C=CC=C2)F)C(=O)N[C@@H]2C(NC1=C(C(=N2)C2=CC=CC=C2)C=CC=C1F)=O